ClC1=NC2=CC(=CC(=C2C=C1C1=CC=C(C=C1)OC)C(C)N1C(OC(C2=C1C=CC=C2)=O)=O)C 1-(1-(2-chloro-3-(4-methoxyphenyl)-7-methylquinolin-5-yl)ethyl)-2H-benzo[d][1,3]oxazine-2,4(1H)-dione